4-(pyrimidin-2-yl)cyclohexane-1,4-diamine N1=C(N=CC=C1)C1(CCC(CC1)N)N